((6-isopropoxypyridin-3-yl)methyl)-1H-pyrazole-1-carboxamide C(C)(C)OC1=CC=C(C=N1)CC1=NN(C=C1)C(=O)N